2-methylallylamine CC(CN)=C